(R)-(4-((1-(3-amino-5-(trifluoromethyl)phenyl)ethyl)amino)-6-(dimethylamino)-2-methylquinazolin-7-yl)(morpholino)methanone NC=1C=C(C=C(C1)C(F)(F)F)[C@@H](C)NC1=NC(=NC2=CC(=C(C=C12)N(C)C)C(=O)N1CCOCC1)C